The molecule is a cholesterol ester obtained by the formal condensation of cholesterol with cis-9-heptadecenoic acid. It has a role as a mouse metabolite. It derives from a (9Z)-heptadecenoic acid. CCCCCCC/C=C\\CCCCCCCC(=O)O[C@H]1CC[C@@]2([C@H]3CC[C@]4([C@H]([C@@H]3CC=C2C1)CC[C@@H]4[C@H](C)CCCC(C)C)C)C